1,3-bis(2,6-diisopropylphenyl)-1,2,3-triazole C(C)(C)C1=C(C(=CC=C1)C(C)C)N1NN(C=C1)C1=C(C=CC=C1C(C)C)C(C)C